FC1=CC=C(C=C1)CCN1CCN(CC1)C(=O)C=1C=CC=C2C(=CNC12)C#N 7-[[4-[2-(4-fluorophenyl)ethyl]-1-piperazinyl]carbonyl]-1H-indole-3-carbonitrile